(S)-3-chlorophenylglycinol HCl salt Cl.ClC=1C=C([C@H](N)CO)C=CC1